COC(=O)C1=CC(=NC(=N1)N1CCCC1)NC1CC2(CN(C2)C(=O)OCC2=CC=CC=C2)C1 Benzyl 6-((6-(methoxycarbonyl)-2-(pyrrolidin-1-yl)pyrimidin-4-yl)amino)-2-azaspiro[3.3]heptane-2-carboxylate